C(C)N(C(=S)N)C1=CC=CC2=CC=CC=C12 1-ethyl-1-(1-naphthyl)-2-thiourea